bis(ethyl)-N,N'-bis(4'-amino-3'-methylphenyl)ethylenediamine C(C)N(CCN(C1=CC(=C(C=C1)N)C)CC)C1=CC(=C(C=C1)N)C